N(=C=O)CC(CC[Si](OCC)(OCC)C)C 4-isocyanato(3-methylbutyl)methyldiethoxysilane